N-{3-[({2-[(4-{[(2-methoxyethyl)amino]methyl}phenyl)amino]-5-(trifluoromethyl)pyrimidin-4-yl}amino)methyl]pyridin-2-yl}-N-methylmethane-sulfonamide COCCNCC1=CC=C(C=C1)NC1=NC=C(C(=N1)NCC=1C(=NC=CC1)N(S(=O)(=O)C)C)C(F)(F)F